(E)-N'-(2-(tert-butyl)benzylidene)-6-(4-methoxyphenyl)pyrazine-2-carbohydrazide methyl-2-amino-6-(benzyloxy)-9-bromo-10-chloro-[1,2,4]triazolo[5,1-a]isoquinoline-5-carboxylate COC(=O)C=1N2C(C3=C(C(=CC=C3C1OCC1=CC=CC=C1)Br)Cl)=NC(=N2)N.C(C)(C)(C)C2=C(\C=N\NC(=O)C1=NC(=CN=C1)C1=CC=C(C=C1)OC)C=CC=C2